N1C(=NC2=C1C=CC=C2)C2=C(C=C(C=C2)Cl)C=2C(=CC(=CC2)C(=O)N[C@H](CCC)C2=CC=CC=C2)C(=O)NOC 2'-(1H-1,3-benzodiazol-2-yl)-5'-chloro-N2-methoxy-N4-[(1R)-1-phenylbutyl]-[1,1'-biphenyl]-2,4-dicarboxamide